7-chloro-6-fluoro-2H,3H,4H-pyrano[2,3-b]pyridine ClC1=C(C=C2C(=N1)OCCC2)F